2-(2-propanyl)-2H-indazol CC(C)N1N=C2C=CC=CC2=C1